2-(2,6-dioxopiperidin-3-yl)-4-((1-methyl-6-(4-methylthiazol-2-yl)-2-oxo-1,2,3,4-tetrahydroquinolin-7-yl)amino)isoindoline-1,3-dione O=C1NC(CCC1N1C(C2=CC=CC(=C2C1=O)NC1=C(C=C2CCC(N(C2=C1)C)=O)C=1SC=C(N1)C)=O)=O